N,N-dimethyl-5-(methylthio)-1H-pyrazole-1-sulfonamide CN(S(=O)(=O)N1N=CC=C1SC)C